2-(4-chlorophenyl)-2-(2-quinolylmethyl)indolin-3-one ClC1=CC=C(C=C1)C1(NC2=CC=CC=C2C1=O)CC1=NC2=CC=CC=C2C=C1